ClC=1C=C(C=CC1)[C@@H](CO)N1C=CC=C1 [(1S)-1-(3-chlorophenyl)-2-hydroxyethyl]-1H-pyrrole